NC=1N=CN(C1)C=1C=C(C=CC1)CO (3-(4-amino-1H-imidazol-1-yl)phenyl)methanol